BrC=1C=C2C(=NN(C2=CC1)C1OCCCC1)I 5-bromo-3-iodo-1-(tetrahydro-2H-pyran-2-yl)-1H-indazole